3-(2,5-bis(trifluoromethyl)phenoxy)-1-((tetrahydro-2H-pyran-4-yl)methyl)-1H-pyrrole-2,5-dione FC(C1=C(OC=2C(N(C(C2)=O)CC2CCOCC2)=O)C=C(C=C1)C(F)(F)F)(F)F